2-(2-methoxyphenyl)-2,8-diazaspiro[4.5]decane hydrogen chloride salt Cl.COC1=C(C=CC=C1)N1CC2(CC1)CCNCC2